2-[(2R,5S)-5-methyl-2-(2-tetrahydropyran-4-yl-1,3-benzothiazol-5-yl)-1-piperidyl]-2-oxo-N-(1H-pyrazolo[4,3-c]pyridin-7-yl)acetamide C[C@H]1CC[C@@H](N(C1)C(C(=O)NC=1C2=C(C=NC1)C=NN2)=O)C=2C=CC1=C(N=C(S1)C1CCOCC1)C2